N-[(S)-1-(4-Chloro-phenyl)-ethyl]-3-[3-(4-trifluoromethoxy-benzyl)-3H-imidazo[4,5-c]pyridin-2-yl]-propionamide ClC1=CC=C(C=C1)[C@H](C)NC(CCC1=NC2=C(C=NC=C2)N1CC1=CC=C(C=C1)OC(F)(F)F)=O